CN(C)CC=C(C(=O)OCC1(C=CC=C1)CO)C cyclopentadienedimethanol N,N-dimethylaminomethylmethacrylate